2-({6-[(benzylamino)methyl]imidazo[1,2-a]pyridin-2-yl}methyl)-5-phenyl-1,2-dihydro-2,7-naphthyridin-1-one C(C1=CC=CC=C1)NCC=1C=CC=2N(C1)C=C(N2)CN2C(C1=CN=CC(=C1C=C2)C2=CC=CC=C2)=O